C(C)(C)(C)OC(CCC(C)(C#N)C=1C=CC(=NC1)N1CCC2N(CCC21)C(=O)OC(C)(C)C)=O tert-butyl 4-(5-(5-(tert-butoxy)-2-cyano-5-oxopentan-2-yl)pyridin-2-yl)hexahydropyrrolo[3,2-b]pyrrole-1(2H)-carboxylate